COC=1N=C2C(=CC=NC2=CC1OC)OC1=C(C=C(C=C1)NC(=O)C=1C(=NC(=C(C1O)C1=CC(=NC=C1)C)C)COC)F N-[4-[(6,7-dimethoxy-1,5-naphthyridin-4-yl)oxy]-3-fluorophenyl]-4-hydroxy-2-(methoxymethyl)-6-methyl-5-(2-methylpyridin-4-yl)pyridine-3-carboxamide